4-(3-chloro-4-fluoroanilino)-7-methoxy-6-(3-morpholinopropoxy)quinazoline N,N-dimethylamino-propylmethacrylate CN(C)C(=C(C(=O)O)C)CCC.ClC=1C=C(NC2=NC=NC3=CC(=C(C=C23)OCCCN2CCOCC2)OC)C=CC1F